tert-butyl (3R)-3-[6-[2-cyano-3-[[ethyl(methyl)sulfamoyl]amino]-6-fluoro-phenoxy]-4-oxo-quinazolin-3-yl]-8-azaspiro[4.5]decane-8-carboxylate C(#N)C1=C(OC=2C=C3C(N(C=NC3=CC2)[C@@H]2CCC3(C2)CCN(CC3)C(=O)OC(C)(C)C)=O)C(=CC=C1NS(N(C)CC)(=O)=O)F